2-[(12aR)-8-chloro-10-ethynyl-1,2,3,4,12,12a-hexahydro-6H-pyrazino[2,1-C][1,4]benzooxazepin-9-yl]-3-methylphenol ClC=1C(=C(C2=C(CN3[C@@H](CO2)CNCC3)C1)C#C)C1=C(C=CC=C1C)O